C(CCCCCCCCCCCCCCC)CCC(C(=O)O)CCCC.C(C)C(C(=O)OCCCCCCCCCCCCCCCC)CCCC Cetyl Ethylhexanoate (Cetyl ethyl hexanoate)